ClP1OCCN1 2-chloro-1,3,2-oxazaphospholane